C(=O)O.ClC=1C(=NC=CC1C1=C(N=C(C=2N1N=CC2)N2CCC1(CC2)[C@@H](C2=CC=C(C=C2C1)F)N)C)C (1S)-1'-[7-(3-chloro-2-methyl-4-pyridinyl)-6-methyl-pyrazolo[1,5-a]pyrazin-4-yl]-5-fluoro-spiro[indan-2,4'-piperidine]-1-amine formate